N-(1-cyanocyclopropyl)-8-(4-(2-hydroxyacetyl)piperazin-1-yl)-3-(5-(trifluoromethyl)-1,3,4-thiadiazol-2-yl)imidazo[1,5-a]pyridine-6-sulfonamide C(#N)C1(CC1)NS(=O)(=O)C=1C=C(C=2N(C1)C(=NC2)C=2SC(=NN2)C(F)(F)F)N2CCN(CC2)C(CO)=O